tert-butyl-rel-(2R,3R)-3-amino-2-({[4-(benzyloxy)cyclohexyl]oxy}methyl)-3-(2-hydroxyethyl)piperidine-1-carboxylate C(C)(C)(C)OC(=O)N1[C@H]([C@@](CCC1)(CCO)N)COC1CCC(CC1)OCC1=CC=CC=C1 |o1:8,9|